tert-butyl ((1R,3R,4S,7R)-3-(hydroxymethyl)-2-((S)-1-phenylethyl)-2-azabicyclo[2.2.1]heptan-7-yl)carbamate OC[C@@H]1N([C@@H]2CC[C@H]1[C@H]2NC(OC(C)(C)C)=O)[C@@H](C)C2=CC=CC=C2